4-bromo-6-methyl-1-tetrahydropyran-2-yl-5-(trifluoromethyl)indazole BrC1=C2C=NN(C2=CC(=C1C(F)(F)F)C)C1OCCCC1